methylsuberate COC(CCCCCCC(=O)[O-])=O